CN(C1CC(C(CC1)NC1=C2C=C(N(C2=CC=C1)CC(F)(F)F)C#CCN(C(OC(C)(C)C)=O)C1=C(C=C(C=C1)S(=O)(=O)C)OC)F)C tert-Butyl (3-(4-((4-(dimethylamino)-2-fluorocyclohexyl)amino)-1-(2,2,2-trifluoroethyl)-1H-indol-2-yl)prop-2-yn-1-yl)(2-methoxy-4-(methylsulfonyl)phenyl)carbamate